C[C@H]1CC[C@H](N(C1)C(C(=O)NC=1C=C(C=NC1)C(=O)N)=O)C=1N(N=CC1)C 5-[[2-[(2S,5S)-5-methyl-2-(2-methylpyrazol-3-yl)-1-piperidyl]-2-oxo-acetyl]amino]pyridine-3-carboxamide